COCCC(=O)N 3-methoxypropionamide